2,4',6-trifluoro-benzophenone FC1=C(C(=O)C2=CC=C(C=C2)F)C(=CC=C1)F